3,3-dibromonorbornan-2-one BrC1(C(C2CCC1C2)=O)Br